C(C)(C)(C)OC(=O)N1[C@@H](CC[C@H](C1)NC(C1=CC(=C(C=C1)Cl)Cl)=O)C(=O)O (2S,5R)-1-tert-Butoxycarbonyl-5-[(3,4-dichlorobenzoyl)amino]piperidine-2-carboxylic acid